2,2-dioctyl-decanoic acid C(CCCCCCC)C(C(=O)O)(CCCCCCCC)CCCCCCCC